F[C@H]1[C@@H](O[C@@H]([C@H]1O)CO)N1C(=O)NC(=O)CC1 (4R)-2'-deoxy-2'-fluoro-3,4,5,6-tetrahydrouridine